((2R,4R)-4-(azidomethyl)-4-hydroxytetrahydro-2H-pyran-2-yl)((S)-1-(4-fluorophenyl)-3,4-dihydroisoquinolin-2(1H)-yl)methanone N(=[N+]=[N-])C[C@@]1(C[C@@H](OCC1)C(=O)N1[C@H](C2=CC=CC=C2CC1)C1=CC=C(C=C1)F)O